1-Mentholate C1(CC(C(CC1)C(C)C)O)(C)C(=O)[O-]